N-(1-((1S,2S)-2-fluorocyclopropyl)-2-oxo-1,2-dihydropyridin-3-yl)-7-isopropoxy-2-(1-methyl-2-oxabicyclo[2.1.1]hexan-4-yl)imidazo[1,2-a]pyrimidine-6-carboxamide F[C@@H]1[C@H](C1)N1C(C(=CC=C1)NC(=O)C=1C(=NC=2N(C1)C=C(N2)C21COC(C2)(C1)C)OC(C)C)=O